7-propoxyheptanal C(CC)OCCCCCCC=O